FC(CC1=C(NC2=C(NC3=C2C(NCC3)=O)C3=C(C=NC=C3)OCC3OCCOC3)C=CC=C1F)F 3-[2-(2,2-Difluoroethyl)-3-fluoroanilino]-2-{3-[(1,4-dioxan-2-yl)methoxy]pyridin-4-yl}-1,5,6,7-tetrahydro-4H-pyrrolo[3,2-c]pyridin-4-one